N-((6-(2-chloro-3-(3-chloro-6'-methoxy-5'-(((tetrahydro-2H-pyran-4-yl)amino)methyl)-[2,2'-bipyridin]-4-yl)phenyl)-2-methoxypyridin-3-yl)methyl)tetrahydro-2H-pyran-4-amine ClC1=C(C=CC=C1C1=C(C(=NC=C1)C1=NC(=C(C=C1)CNC1CCOCC1)OC)Cl)C1=CC=C(C(=N1)OC)CNC1CCOCC1